methyl (2R)-2-[(25-bromo-20,20-dioxo-20λ6-thia-14,21,26,27-tetrazatetracyclo[20.3.1.115,19.02,7]heptacosa-1(25),2,4,6,15,17,19(27),22(26),23-nonaen-14-yl)methyl]-2-methyl-pentanoate BrC=1C=CC=2NS(C=3C=CC=C(N(CCCCCCC4=CC=CC=C4C1N2)C[C@](C(=O)OC)(CCC)C)N3)(=O)=O